ClC=1C=C(C=C(C1)Cl)C1=NC(=CC(=C1)CN1CCC(CC1)CNC(C)=O)OC=1C=NC(=CC1)N1CCN(CC1)CCCS(=O)(=O)C N-((1-((2-(3,5-dichlorophenyl)-6-((6-(4-(3-(methylsulfonyl)propyl)piperazin-1-yl)pyridin-3-yl)oxy)pyridin-4-yl)methyl)piperidin-4-yl)methyl)acetamide